2-(4-(benzo[d]thiazol-7-yl)phenyl)-2-(3-(2-ethynylthiazol-4-yl)ureido)acetamide S1C=NC2=C1C(=CC=C2)C2=CC=C(C=C2)C(C(=O)N)NC(=O)NC=2N=C(SC2)C#C